(1R,2S,5S)-6,6-dimethyl-3-(1-methyl-1H-imidazole-4-carbonyl)-3-azabicyclo[3.1.0]hexane-2-carboxylic acid CC1([C@H]2CN([C@@H]([C@@H]12)C(=O)O)C(=O)C=1N=CN(C1)C)C